C(C)OC1=CC=C2C=CC(=NC2=C1)C#N 7-ethoxyquinoline-carbonitrile